1,3,6,8-tetrakis(p-phosphonatophenyl)pyrene P(=O)([O-])([O-])C1=CC=C(C=C1)C1=CC(=C2C=CC3=C(C=C(C4=CC=C1C2=C34)C3=CC=C(C=C3)P(=O)([O-])[O-])C3=CC=C(C=C3)P(=O)([O-])[O-])C3=CC=C(C=C3)P(=O)([O-])[O-]